C1(=CC=C(C=C1)CCCCCCCCCCCCCCCCCCC(=O)N)CCCCCCCCCCCCCCCCCCC(=O)N [1,4-phenylenedi(methylene)]bis(stearamide)